2-(1-(2,3-dimethylphenyl)-5-oxopyrrolidin-2-yl)acetonitrile CC1=C(C=CC=C1C)N1C(CCC1=O)CC#N